3-decyl-tetradecyl alcohol C(CCCCCCCCC)C(CCO)CCCCCCCCCCC